C(C=C)(=O)N1CCN(CC1)C1=NC(N2C3=C(C(=C(C=C13)C(F)(F)F)C1=C(C=C(C(=C1)Cl)F)F)SC[C@H](C2)OCCOC)=O (3S)-8-(4-acryloylpiperazin-1-yl)-11-(5-chloro-2,4-difluorophenyl)-3-(2-methoxyethoxy)-10-(trifluoromethyl)-3,4-dihydro-2H,6H-[1,4]thiazepino[2,3,4-ij]quinazolin-6-one